5-(2-(6-((7R)-7-amino-2-azabicyclo[2.2.1]heptane-2-carbonyl)-3-methylbenzofuran-2-yl)-1-(cyclopropylmethyl)-1H-indol-6-yl)-3-methylpyridinamide N[C@H]1C2N(CC1CC2)C(=O)C2=CC1=C(C(=C(O1)C=1N(C3=CC(=CC=C3C1)C=1C=C(C(=NC1)C(=O)N)C)CC1CC1)C)C=C2